N[C@@H]1[C@@H](CCC1)OC=1C=C2CN(C(C2=CC1)=O)C1C(NC(CC1)=O)=O 3-(5-(((1r,2s)-2-aminocyclopentyl)oxy)-1-oxoisoindolin-2-yl)piperidine-2,6-dione